(E)-4-hydroxycinnamic acid OC1=CC=C(/C=C/C(=O)O)C=C1